2,6-dimethylimidazo[2,1-b]thiazole-5-carboxylic acid CC1=CN2C(S1)=NC(=C2C(=O)O)C